N4,N4'-bis(4-(dimethylamino)-3-fluorophenyl)-2-methyl-[1,1'-biphenyl]-4,4'-dicarboxamide CN(C1=C(C=C(C=C1)NC(=O)C1=CC(=C(C=C1)C1=CC=C(C=C1)C(=O)NC1=CC(=C(C=C1)N(C)C)F)C)F)C